NC1CC(C1)CNC(=O)NC=1SC=C(N1)C(C)(C)C1=CC=C(C=C1)OC 1-((3-aminocyclobutyl)methyl)-3-(4-(2-(4-methoxyphenyl)propan-2-yl)thiazol-2-yl)urea